6-fluoro-5-(4-((6-fluoro-4-oxo-2,3,4,5-tetrahydrofurano[3,2-c]quinolin-7-yl-2,2-d2)methyl)piperazin-1-yl)-N-methylpyridineamide FC1=C(C=CC(=N1)C(=O)NC)N1CCN(CC1)CC=1C=CC=2C3=C(C(NC2C1F)=O)CC(O3)([2H])[2H]